The molecule is a phosphate salt obtained by reaction sonidegib with two equivalent of phosphoric acid. Used for treatment of locally advanced basal cell carcinoma. It has a role as an antineoplastic agent, a SMO receptor antagonist and a Hedgehog signaling pathway inhibitor. It contains a sonidegib. C[C@@H]1CN(C[C@@H](O1)C)C2=NC=C(C=C2)NC(=O)C3=CC=CC(=C3C)C4=CC=C(C=C4)OC(F)(F)F.OP(=O)(O)O.OP(=O)(O)O